C(#N)C1=NC2=CC(=CC(=C2N=C1N1CCC(CC1)(F)F)[C@@H](C)NC=1C(=NC(=CC1)C)C(=O)O)C (R)-3-((1-(2-cyano-3-(4,4-difluoropiperidin-1-yl)-7-methylquinoxalin-5-yl)ethyl)amino)-6-methylpicolinic acid